FC(CN1N=CC(=C1)[N+](=O)[O-])F 1-(2,2-Difluoroethyl)-4-nitro-1H-pyrazole